N1CC(C1)NC=1N=CC2=C(N1)N1C(C(=C2)C=2C=C(C=CC2C)NC(C2=NC=CC(=C2)C(C)(C)C#N)=O)=NCC1 N-(3-(2-(azetidin-3-ylamino)-8,9-dihydroimidazo[1',2':1,6]pyrido[2,3-d]pyrimidin-6-yl)-4-methylphenyl)-4-(2-cyanopropan-2-yl)picolinamide